CC=1C=C(C=CC1)CN1C(CCC1=O)C(=O)O 1-[(3-Methylphenyl)methyl]-5-oxopyrrolidine-2-carboxylic Acid